ClC=1C=2N(C=C(C1)S(=O)(=O)N(CC1=C(C=C(C=C1)OC)OC)C1(COC1)C#N)C(=NC2)C=2SC(=NN2)C(F)F 8-chloro-N-(3-cyanooxetane-3-yl)-3-(5-(difluoromethyl)-1,3,4-thiadiazol-2-yl)-N-(2,4-dimethoxybenzyl)imidazo[1,5-a]pyridine-6-sulfonamide